Cl.Cl.FC1=CC(=CC2=C1N=C(S2)C2CCNCC2)C2=CC1=CN(N=C1C(=C2)CN)C 1-{5-[4-fluoro-2-(piperidin-4-yl)-1,3-benzothiazol-6-yl]-2-methyl-2H-indazol-7-yl}methylamine dihydrochloride